isopropyl 2-((5-acrylamido-2-methoxy-4-(methyl(2-(methylamino)ethyl)amino)phenyl)amino)-4-(5'-methylspiro(cyclopropane-1,3'-pyrrolo[3,2-b]pyridin)-1'(2'H)-yl)pyrimidine-5-carboxylate C(C=C)(=O)NC=1C(=CC(=C(C1)NC1=NC=C(C(=N1)N1CC2(C3=NC(=CC=C31)C)CC2)C(=O)OC(C)C)OC)N(CCNC)C